F\C(=C\C1=CC=CC=C1)\C1=CC=C(C(=C1)C(C)C)OC (E)-1-Fluoro-5-isopropyl-4-methoxy-2-phenylvinylbenzene